2-hydroxy-6-({1-[(4R)-4-hydroxy-D-prolyl]azetidin-3-yl}oxy)benzoic acid OC1=C(C(=O)O)C(=CC=C1)OC1CN(C1)C([C@@H]1NC[C@@H](C1)O)=O